NC1=CC=C(C(=O)NC2=NC3=C(N2C)C=CC(=C3)N)C=C1 4-amino-N-(5-amino-1-methylbenzimidazol-2-yl)-benzamide